CC1=NC2=C(C=C(C=C2C(=N1)S)C(F)(F)F)NC 2-methyl-8-(methylamino)-6-(trifluoro-methyl)quinazoline-4-thiol